[Br-].C(C(=C)C)(=O)OCC[N+](CCCCCCCCCCCCCCCC)(C)C methacryloyloxyethyl-dimethylhexadecyl-ammonium bromide